BrC=1C=C(C=CC1)N1C2(OC3=C(C(NC1=O)C2)C=CC=C3)C 3-(3-bromophenyl)-2-methyl-5,6-dihydro-2H-2,6-methanobenzo[g][1,3,5]oxadiazocine-4(3H)-one